BrC=1C=C2C(=CNC2=CC1)/C(/C#N)=C/C=1C=NC=CC1C1=CC(=CC=C1)Br (Z)-2-(5-bromo-1H-indol-3-yl)-3-(4-(3-bromophenyl)pyridin-3-yl)acrylonitrile